(R)-2-(3-((4-chlorobutyramido)methyl)bicyclo[1.1.1]Pentane-1-yl)-3-oxohexahydroimidazo[1,5-a]Pyrazine-7(1H)-carboxylic acid tert-butyl ester C(C)(C)(C)OC(=O)N1C[C@@H]2N(CC1)C(N(C2)C21CC(C2)(C1)CNC(CCCCl)=O)=O